ClC1=C(C=CC(=C1)OC1=C2C(=NC=C1)C=C(S2)C2=NC=C(C=C2)CNCCOC)NC(=O)C=2C(N(C=CC2OCC)C2=CC=C(C=C2)F)=O N-(2-chloro-4-{[2-(5-{[(2-methoxyethyl)amino]methyl}pyridin-2-yl)thieno[3,2-b]pyridin-7-yl]oxy}phenyl)-4-ethoxy-1-(4-fluorophenyl)-2-oxo-1,2-dihydropyridine-3-carboxamide